ClC1=C(CNC(=O)C2CCN(CC2)CC2=CC=C(C=C2)C(F)(F)F)C=CC(=C1)Cl N-(2,4-dichlorobenzyl)-1-(4-(trifluoromethyl)benzyl)piperidine-4-carboxamide